C1(=CC=CC=C1)C(=O)N(C)C1=CC=CC=C1 diphenyl-Methylformamide